NC(CC(=O)O)CC1=CC=C(C=C1)C 3-amino-4-(4-methylphenyl)-butyric acid